BrC=1C=NC(=NC1)C(=C)O[Si](C)(C)C(C)(C)C 5-bromo-2-{1-[(tert-butyldimethylsilyl)oxy]ethenyl}pyrimidine